2-(5-(3,5-dimethylisoxazol-4-yl)-2-(1-(4-fluorophenyl)-6-oxopiperidin-2-yl)-1H-benzo[d]imidazol-1-yl)-N-methylthiazole-5-carboxamide CC1=NOC(=C1C1=CC2=C(N(C(=N2)C2N(C(CCC2)=O)C2=CC=C(C=C2)F)C=2SC(=CN2)C(=O)NC)C=C1)C